phenyl-β-naphthylamine C1(=CC=CC=C1)NC1=CC2=CC=CC=C2C=C1